4-(1-{6-methyl-4-[(1-methylcyclopropyl)amino]furo[2,3-d]pyrimidine-5-carbonyl}azetidin-3-yl)benzonitrile CC1=C(C2=C(N=CN=C2NC2(CC2)C)O1)C(=O)N1CC(C1)C1=CC=C(C#N)C=C1